(2R)-2-[[2-chloro-4-(2-chlorophenyl)-7-quinolyl]oxy]-1-(4-propanoylpiperazin-1-yl)propan-1-one ClC1=NC2=CC(=CC=C2C(=C1)C1=C(C=CC=C1)Cl)O[C@@H](C(=O)N1CCN(CC1)C(CC)=O)C